NC1=C(C=C(C(=O)OCC)C=C1C)C Ethyl 4-amino-3,5-dimethylbenzoate